C(C)(=O)C1=CC=C(C[C@H](N)C(=O)O)C=C1 para-acetyl-phenylalanine